bis(isopropanesulfonyl)diazomethane C(C)(C)S(=O)(=O)C(=[N+]=[N-])S(=O)(=O)C(C)C